ClC1=CC=C(C(=N1)C1=NOC(N1)=O)O[C@H](C)C=1C=C(C=C2C(C(=C(OC12)C=1C(=NC=CC1)F)C)=O)C 3-[6-Chloro-3-[(1R)-1-[2-(2-fluoro-3-pyridyl)-3,6-dimethyl-4-oxo-chromen-8-yl]ethoxy]-2-pyridyl]-4H-1,2,4-oxadiazol-5-one